4-(1,2-Dideuterio-2-methyl-propyl)-2,6-difluoro-benzonitrile [2H]C(C(C)(C)[2H])C1=CC(=C(C#N)C(=C1)F)F